BrC1=CC(=C(CC=2N(C3=C(N2)SC(=C3)C(=O)OC)C[C@@H]3OCC3)C=C1)F (R)-methyl 2-(4-bromo-2-fluorobenzyl)-1-(oxetan-2-ylmethyl)-1H-thieno[2,3-d]imidazole-5-carboxylate